C(C=C)N1N(C2=NC(=NC=C2C1=O)NC1=CC=C(C=C1)N1CCC2(CCNC2)CC1)C1=CC=C2C(=N1)[C@@](CC2)(O)CC 2-allyl-6-[4-(2,8-diazaspiro[4.5]decan-8-yl)anilino]-1-[(7R)-7-ethyl-7-hydroxy-5,6-dihydrocyclopenta[b]pyridin-2-yl]pyrazolo[3,4-d]pyrimidin-3-one